8-(4-(2,6-diazabicyclo[3.2.1]octan-6-yl)-2-chlorophenyl)-6-(1-methylcyclopropoxy)-9-((4-methylpyridin-2-yl)methyl)-9H-purine C12NCCC(N(C1)C1=CC(=C(C=C1)C=1N(C3=NC=NC(=C3N1)OC1(CC1)C)CC1=NC=CC(=C1)C)Cl)C2